1-(((5r,7s)-3-(5-(2-hydroxy-prop-2-yl)pyrazin-2-yl)-8,8-dimethyl-2-oxo-1-oxa-3-azaspiro[4.5]decan-7-yl)methyl)-1H-benzo[d]imidazole-6-carbonitrile OC(C)(C)C=1N=CC(=NC1)N1C(O[C@@]2(C1)C[C@@H](C(CC2)(C)C)CN2C=NC1=C2C=C(C=C1)C#N)=O